C(C)(C)(C)OC(=O)N1CC2=C(C=C(C=C2CC1)C=C)OCC1=CC=CC=C1 8-(benzyloxy)-6-vinyl-3,4-dihydroisoquinoline-2(1H)-carboxylic acid tert-butyl ester